2,6-Difluoro-3-(1-(oxetan-3-yl)-6-(7-oxa-4-azaspiro[2.5]octan-4-yl)-1H-pyrazolo[4,3-c]pyridin-3-yl)-5-(trifluoromethyl)phenol FC1=C(C(=C(C=C1C1=NN(C2=C1C=NC(=C2)N2C1(CC1)COCC2)C2COC2)C(F)(F)F)F)O